benzyl (2-(3-((4-((8-cyclopentyl-7-oxo-7,8-dihydropyrido[2,3-d]pyrimidin-2-yl)amino)-piperidin-1-yl)sulfonyl)phenoxy)ethyl)carbamate C1(CCCC1)N1C(C=CC2=C1N=C(N=C2)NC2CCN(CC2)S(=O)(=O)C=2C=C(OCCNC(OCC1=CC=CC=C1)=O)C=CC2)=O